1-((2S,3R,4S,5R,6R)-2-allyl-2-(allyloxy)-3,5-bis(benzyloxy)-6-((benzyloxy)methyl)tetrahydro-2H-pyran-4-yl)-4-(3,4,5-trifluorophenyl)-1H-1,2,3-triazole C(C=C)[C@@]1(O[C@@H]([C@@H]([C@@H]([C@H]1OCC1=CC=CC=C1)N1N=NC(=C1)C1=CC(=C(C(=C1)F)F)F)OCC1=CC=CC=C1)COCC1=CC=CC=C1)OCC=C